(S)-3-(5-(((R)-4,4-Difluoro-1-((2-((R)-tetrahydrofuran-3-yl)quinolin-6-yl)methyl)-pyrrolidin-3-yl)oxy)-1-oxoisoindolin-2-yl)piperidine-2,6-dione FC1([C@@H](CN(C1)CC=1C=C2C=CC(=NC2=CC1)[C@@H]1COCC1)OC=1C=C2CN(C(C2=CC1)=O)[C@@H]1C(NC(CC1)=O)=O)F